C(C)C=1C(=C(N=NC1CC)SC1=CC(=CC=C1)C)C(=O)O 5,6-diethyl-3-[(3-methylphenyl)sulfanyl]pyridazine-4-carboxylic acid